C(C1=CC=CC=C1)OCCOC1=C(C=NC=C1)C1CN(C1)C(=O)OC(C)(C)C tert-butyl 3-(4-(2-(benzyloxy)ethoxy)pyridin-3-yl)azetidine-1-carboxylate